rac-1-tert-butyl 2-methyl 4-ethylpyrrolidine-1,2-dicarboxylate C(C)C1CC(N(C1)C(=O)OC(C)(C)C)C(=O)OC